2-((2r,6s)-2-ethyl-6-(trifluoromethyl)morpholino)-N-(2-sulfamoylpyridin-4-yl)-5-(trifluoromethyl)nicotinamide nonyl-5-oxopentanoate C(CCCCCCCC)OC(CCCC=O)=O.C(C)[C@H]1O[C@@H](CN(C1)C1=C(C(=O)NC2=CC(=NC=C2)S(N)(=O)=O)C=C(C=N1)C(F)(F)F)C(F)(F)F